N(CC=1OC2=C(C1)C(=CC=C2)CC(C(=O)O)C2CNCC2)(CC=2OC1=C(C2)C(=CC=C1)CC(C(=O)O)C1CNCC1)CC=1OC2=C(C1)C(=CC=C2)CC(C(=O)O)C2CNCC2 3,3',3''-((nitrilotris(methylene))tris(benzofuran-2,4-diyl))tris(2-(pyrrolidin-3-yl)propanoic acid)